NC1=NC=C(C(=C1)COC=1C(=NC=C(N1)Br)N)C 3-((2-amino-5-methylpyridin-4-yl)methoxy)-5-bromopyrazin-2-amine